CC(CC1=CC(=C(C=C1)O)OC)C(=O)O α-methyl-3-methoxy-4-hydroxyphenylpropionic acid